C(C)(C)(C)OC(=O)N1[C@@H](CCC1)C=1C=C(C=C2CCN(CC12)CC1=CC(=NC=C1)C(C)(C)O)C=1C=C2C(=NC1)NC=C2C (S)-2-(2-(2-(2-hydroxyprop-2-yl)isonicotinyl)-6-(3-methyl-1H-pyrrolo[2,3-b]pyridin-5-yl)-1,2,3,4-tetrahydroisoquinolin-8-yl)pyrrolidine-1-carboxylic acid tert-butyl ester